(3-methoxy-4-(4-methyl-1H-imidazol-1-yl)phenyl)(3'-(trifluoromethyl)-[1,1'-biphenyl]-4-yl)methanone COC=1C=C(C=CC1N1C=NC(=C1)C)C(=O)C1=CC=C(C=C1)C1=CC(=CC=C1)C(F)(F)F